N(=[N+]=[N-])C1=CC(=C(C=C1)CN1CC(C1)(F)F)F 1-[(4-Azido-2-fluorophenyl)methyl]-3,3-difluoroazetidine